F[C@H]1C[C@H](NC1)CNC1=C2C(=NC=3C=C(C(=CC13)OC)OC)CCC2 N-{[(2S,4S)-4-fluoropyrrolidin-2-yl]methyl}-6,7-dimethoxy-1H,2H,3H-cyclopenta[b]quinolin-9-amine